ClC=C(C(F)(F)F)F 1-chloro-2,3,3,3-tetrafluoropropene